FC(C[C@@H]1N(S(OC1)=O)C(=O)OC(C)(C)C)F tert-butyl (4S)-4-(2,2-difluoroethyl)-1,2,3-oxathiazolidine-3-carboxylate 2-oxide